CC(C)CCC[C@@H](C)[C@H]1CC[C@H]2[C@@H]3CC=C4C[C@H](CC[C@]4(C)[C@H]3CC[C@]12C)OCCCCCCCCOC(CN(C)C)COCCCCCCCC\C=C/C\C=C/CCCCC 2-(8-[(3β)-cholest-5-en-3-yloxy]octyloxy)-N,N-dimethyl-3-[(9Z,12Z)-octadeca-9,12-dien-1-yloxy]propan-1-amine